O([Si](C)(C)C(C)(C)C)C1=C2CCCC(C2=CC=C1)O 5-(tert-butyldimethylsiloxy)-1,2,3,4-tetrahydronaphthalene-1-ol